C(C1=CC=CC=C1)OCCCOCCN1N=NC2=C1C=CC(=C2C)/C=C/C(=O)OCC ethyl (2E)-3-(1-{2-[3-(benzyloxy)propoxy]ethyl}-4-methyl-1H-benzotriazol-5-yl)prop-2-enoate